OC=1C=C(C=CC1)/C(=C(/C=1C=C2C=NNC2=CC1)\C1=CC=C(C=C1)/C=C/C(=O)O)/CC (E)-3-(4-((E)-2-(3-hydroxyphenyl)-1-(1H-indazol-5-yl)but-1-en-1-yl)phenyl)acrylic acid